4-fluoro-N-[(1s,4s)-4-{[6-methyl-2-(trifluoromethyl)quinolin-4-yl]amino}cyclohexyl]benzamide FC1=CC=C(C(=O)NC2CCC(CC2)NC2=CC(=NC3=CC=C(C=C23)C)C(F)(F)F)C=C1